ClC1=C(C#N)C=CC(=N1)C1=CC=C(C=C1)F 2-chloro-6-(4-fluorophenyl)nicotinonitrile